C(#N)C1=C(C(=O)O)C=CC(=C1)O cyano-4-hydroxy-benzoic acid